nonafluorobutyl-ammonium FC(C(C(F)(F)[NH3+])(F)F)(C(F)(F)F)F